2-acetyl-3,4-dihydroisoquinolin-1(2H)-one C(C)(=O)N1C(C2=CC=CC=C2CC1)=O